I(=O)(=O)C#N cyanoiodate